2-{2-cyclopropyl-4-[4-(2-methoxy-phenyl)-piperidin-1-yl]-pyrimidin-5-yl}-N-methyl-N-propyl-acetamide C1(CC1)C1=NC=C(C(=N1)N1CCC(CC1)C1=C(C=CC=C1)OC)CC(=O)N(CCC)C